6-dibromomethyl-phenylboronic acid pinacol ester BrC(C1=CC=CC=C1B1OC(C)(C)C(C)(C)O1)Br